CN1N=CC=2C1=NC(=CC2N2CC1=C(CC2)N(N=C1C)CC12CCC(CC1)(CC2)N2C[C@@H]([C@H](C2)O)O)C (3s,4s)-1-(4-((5-(1,6-dimethyl-1H-pyrazolo[3,4-b]pyridin-4-yl)-3-methyl-4,5,6,7-tetrahydro-1H-pyrazolo[4,3-c]pyridin-1-yl)methyl)bicyclo[2.2.2]oct-1-yl)pyrrolidine-3,4-diol